CC1=NOC(=C1C)NC(OC1=CC=CC=C1)=O phenyl (3,4-dimethylisoxazol-5-yl)carbamate